C1(CC1)N1C(C=2C(C=3C=CN=C(C13)NC(=O)C1CC1)=NN(N2)C)C N-(5-cyclopropyl-2,4-dimethyl-4,5-dihydro-2H-[1,2,3]triazolo[4,5-c][1,7]naphthyridin-6-yl)cyclopropanecarboxamide